5-[8-Allyl-6-(2,6-dimethyl-phenyl)-7-oxo-5,6,7,8-tetrahydro-pyrimido[4,5-d]pyrimidin-2-ylamino]-2-(4-methyl-piperazin-1-yl)-benzoic acid but-3-enyl ester C(CC=C)OC(C1=C(C=CC(=C1)NC=1N=CC2=C(N(C(N(C2)C2=C(C=CC=C2C)C)=O)CC=C)N1)N1CCN(CC1)C)=O